N1C=CC2=CC(=CC=C12)NC=1N=CC2=C(N1)CN(C2)C(=O)OC(C)(C)C tert-butyl 2-((1H-indol-5-yl)amino)-5H-pyrrolo[3,4-d]pyrimidine-6(7H)-carboxylate